(1-((1H-1,2,4-triazol-5-yl)sulfonyl)pyrrolidin-3-yl)(4-(quinolin-4-yl)piperazin-1-yl)methanone N1N=CN=C1S(=O)(=O)N1CC(CC1)C(=O)N1CCN(CC1)C1=CC=NC2=CC=CC=C12